1-Propene-1,2,3-tricarboxylic acid, tributyl ester C(=C(CC(=O)OCCCC)C(=O)OCCCC)C(=O)OCCCC